ClC1=CC(=CN=N1)N1C=C(C2=C1N=CN=C2N2[C@H](CN(CC2)C(=O)OC(C)(C)C)C)C2=C(C=CC=C2)F tert-butyl (S)-4-(7-(6-chloropyridazin-4-yl)-5-(2-fluorophenyl)-7H-pyrrolo[2,3-d]pyrimidin-4-yl)-3-methylpiperazine-1-carboxylate